2,6-dimethyl-4-(3-nitrophenyl)-1,4-dihydropyridine-3,5-dicarboxylic acid 3-(2-methoxyethyl) ester 5-propan-2-yl ester CC(C)OC(=O)C=1C(C(=C(NC1C)C)C(=O)OCCOC)C1=CC(=CC=C1)[N+](=O)[O-]